3-[3-(azetidin-3-yl)-1-bicyclo[1.1.1]pentanyl]-5-fluoro-pyridine N1CC(C1)C12CC(C1)(C2)C=2C=NC=C(C2)F